dichloro(pentamethyl-cyclopentadienyl)iridium (III) Cl[Ir](C1(C(=C(C(=C1C)C)C)C)C)Cl